FC1=C(C(=CC(=C1)N1CCOCC1)F)NC(CC(C)(C)C)=O N-(2,6-Difluoro-4-morpholin-4-yl-phenyl)-3,3-dimethyl-butyramide